NC1=C(C#N)C=CC=C1C1=CC(=C(C=C1)C)C 2-amino-3-(3,4-dimethylphenyl)benzonitrile